4-amino-3-azido-N-(prop-2-yn-1-yl)benzamide NC1=C(C=C(C(=O)NCC#C)C=C1)N=[N+]=[N-]